2-methyl-2-(1H-pyrazol-3-yl)cyclopentane-1-one methyl-3-(1-methylcyclopropyl)-3-oxopropanoate COC(CC(=O)C1(CC1)C)=O.CC1(C(CCC1)=O)C1=NNC=C1